NC(CCN)C 3-aminobutanamine